C12C(CC(C=C1)C2)N bicyclo[2.2.1]hept-5-en-2-amine